(2-((2-bromo-3,4-dichlorophenoxy-6-d)methoxy)ethyl)trimethylsilane BrC1=C(OCOCC[Si](C)(C)C)C(=CC(=C1Cl)Cl)[2H]